(E)-2-(prop-1-en-2-yl)-5-(2-(thiazol-5-yl)vinyl)benzene-1,3-diol C=C(C)C1=C(C=C(C=C1O)\C=C\C1=CN=CS1)O